C(C)(C)(C)OC([C@@H](CC1=CC(=C(C=C1)OC)CO)[C@@H]1CN(CC1)C(=O)OC(C)(C)C)=O tert-butyl (R)-3-((S)-1-(tert-butoxy)-3-(3-(hydroxymethyl)-4-methoxyphenyl)-1-oxopropan-2-yl)pyrrolidine-1-carboxylate